(1S,3S)-3-((6-(5-(((((1-ethylcyclopropyl)methoxy)carbonyl)amino)methyl)-1-methyl-1H-1,2,3-triazol-4-yl)-5-fluoro-2-methylpyridin-3-yl)oxy)cyclohexane-1-carboxylic acid C(C)C1(CC1)COC(=O)NCC1=C(N=NN1C)C1=C(C=C(C(=N1)C)O[C@@H]1C[C@H](CCC1)C(=O)O)F